C(C)(C)(C)OC(=O)N1C[C@H](CC1)N1N=C(C=2C(=NC=C(C21)C=O)N)C#CC=2C=CC=1N(C2)N=CC1 tert-butyl-(S)-3-(4-amino-7-formyl-3-(pyrazolo[1,5-a]pyridin-6-ylethynyl)-1H-pyrazolo[4,3-c]pyridin-1-yl)pyrrolidine-1-carboxylate